CN1N=CC=C1C(=O)C1=CC=C(C=C1)[N+](=O)[O-] (1-methyl-1H-pyrazol-5-yl)(4-nitrophenyl)methanone